2,2,2-trifluoro-N-(3-((2-morpholinopyridin-4-yl)ethynyl)-5-nitro-pyridin-2-yl)acetamide FC(C(=O)NC1=NC=C(C=C1C#CC1=CC(=NC=C1)N1CCOCC1)[N+](=O)[O-])(F)F